O=C1CC=2C(=NNC2CC1)C(=O)OCC ethyl 5-oxo-4,5,6,7-tetrahydro-1H-indazole-3-carboxylate